FC=1C=C2C(N(CN(C2=CC1F)C1=C(C=C(C=C1)F)C(C)C)C1=C(NC(C=C1)=O)C)=O 6,7-difluoro-1-(4-fluoro-2-isopropylphenyl)-3-(2-methyl-6-oxo-1,6-dihydropyridin-3-yl)-2,3-dihydroquinazolin-4(1H)-one